(2S,4R)-1-((4-benzoylbenzoyl)glycyl)-4-(difluoromethoxy)pyrrolidine-2-carboxylic acid methyl ester COC(=O)[C@H]1N(C[C@@H](C1)OC(F)F)C(CNC(C1=CC=C(C=C1)C(C1=CC=CC=C1)=O)=O)=O